2-hydroxy-4-ethoxy-4'-n-butoxy-benzophenone OC1=C(C(=O)C2=CC=C(C=C2)OCCCC)C=CC(=C1)OCC